BrC1=CC2=C(C(=NO2)C[C@H](C(=O)O)[C@@H]2CN(CC2)C(=O)OC(C)(C)C)C=C1 (2S)-3-(6-bromobenzo[d]isoxazol-3-yl)-2-[(3R)-1-[(tert-butoxy)carbonyl]pyrrolidin-3-yl]propanoic acid